CN1C[C@@H](CCC1)NC(=O)C1=NN2C(N=C(C=C2N2CCOCC2)N2N=C(C=C2)C=2C=C(C=CC2)C)=C1 N-[(3R)-1-methyl-3-piperidyl]-7-morpholino-5-[3-(m-tolyl)pyrazol-1-yl]pyrazolo[1,5-a]pyrimidine-2-carboxamide